C(C)OC1=CN=CC(=N1)C=1C=CC(=NC1)NC(=O)C1(CCN(CC1)S(=O)(=O)CC)C1=NC(=NC=C1)NS(=O)(=O)CC N-(5-(6-ethoxypyrazin-2-yl)pyridin-2-yl)-4-(2-(ethylsulfonamido)pyrimidin-4-yl)-1-(ethylsulfonyl)piperidine-4-carboxamide